tert-butyl (R)-(1-(3-bromo-2-((6-((tert-butoxycarbonyl)amino)-9H-purin-9-yl)methyl)-5-chlorophenyl)-3-(cyclopropylcarbamoyl) pyrrolidin-3-yl)carbamate BrC=1C(=C(C=C(C1)Cl)N1C[C@](CC1)(C(NC1CC1)=O)NC(OC(C)(C)C)=O)CN1C2=NC=NC(=C2N=C1)NC(=O)OC(C)(C)C